FC(C)(F)C=1C=C(C=CC1)NC(=O)C1=CSC=2CNCCC21 N-(3-(1,1-difluoroethyl)phenyl)-4,5,6,7-tetrahydrothieno[2,3-c]pyridine-3-carboxamide